5-fluoro-N-[(1S,2S,3S,5R)-2,6,6-trimethylnorborn-3-yl]-1H-pyrrolo[2,3-c]pyridine-2-carboxamide FC=1C=C2C(=CN1)NC(=C2)C(=O)N[C@@H]2[C@H]([C@H]1C(CC2C1)(C)C)C